CNC=1C2=C(N=CN1)N(C=C2)[C@H]2[C@@H]([C@@H]([C@H](C2)CS(=O)CCCNCCC2=CC=CC=C2)O)O (1R,2S,3R,5S)-3-(4-(Methylamino)-7H-pyrrolo[2,3-d]pyrimidin-7-yl)-5-(((3-(phenethylamino)propyl)sulfinyl)methyl)cyclopentane-1,2-diol